C(=O)=[Ir]I carbonyl-iridium iodide